5-(3,8-diazabicyclo[3.2.1]octan-8-yl)-2-(2,6-dioxopiperidin-3-yl)-4-fluoroisoindoline C12CNCC(CC1)N2C=2C(=C1CN(CC1=CC2)C2C(NC(CC2)=O)=O)F